6-(4-chlorobenzyl)-3-[(2-hydroxypyridin-3-yl)methyl]-8-(morpholin-4-yl)pyrido[2,3-e][1,2,4]triazolo[4,3-c]pyrimidin-5(6H)-one ClC1=CC=C(CN2C(N3C(C4=C2C=C(C=N4)N4CCOCC4)=NN=C3CC=3C(=NC=CC3)O)=O)C=C1